methyl-1H-tetrazol CN1N=NN=C1